tert-butyl 9-(2-(4-(4-methoxybenzyl)piperazin-1-yl)ethyl)-3-azaspiro[5.5]undecan-3-carboxylate COC1=CC=C(CN2CCN(CC2)CCC2CCC3(CCN(CC3)C(=O)OC(C)(C)C)CC2)C=C1